[In].[Cu].[Ag].[Sn] tin-silver-copper-indium